C(C)OC(=O)N1C2CC(CC1CC2)N2C[C@H]1C([C@H]1C2)C(N(C(C)C)CC)=O 3-{(1r,5s,6r)-6-[ethyl-(propan-2-yl)carbamoyl]-3-azabicyclo[3.1.0]hex-3-yl}-8-azabicyclo[3.2.1]octane-8-carboxylic acid ethyl ester